FC1(CC(C1)(CC1=NN=CN1C)C=1C=C(C=CC1)N1C(C2=CC(=CC(=C2C1)C(F)(F)F)CN1C[C@](CCC1)(C)O)=O)F (R)-2-(3-(3,3-difluoro-1-((4-methyl-4H-1,2,4-triazol-3-yl)methyl)cyclobutyl)phenyl)-6-((3-hydroxy-3-methylpiperidin-1-yl)methyl)-4-(trifluoromethyl)isoindolin-1-one